3-(3,5-di-tert-butyl-4-hydroxy-phenyl)-N-[3-[dodecenyl]-2,5-dioxo-pyrrolidin-1-yl]propanamide C(C)(C)(C)C=1C=C(C=C(C1O)C(C)(C)C)CCC(=O)NN1C(C(CC1=O)C=CCCCCCCCCCC)=O